C(C)(=O)O[C@@H]1C[C@@H]2C[C@](CC[C@@]2([C@H]2CC[C@@]3([C@H](CC[C@H]3[C@H]12)[C@@H](CCC(=O)O)C)C)C)(O)CC1=CC=CC=C1 (4R)-4-[(3S,5R,7R,8R,9S,10S,13R,14S,17R)-7-acetoxy-3-benzyl-3-hydroxy-10,13-dimethyl-1,2,4,5,6,7,8,9,11,12,14,15,16,17-tetradecahydrocyclopenta[a]phenanthren-17-yl]pentanoic acid